pyrrolo[1,2-b]Pyridazin-2-amine N=1N2C(C=CC1N)=CC=C2